6-(E)-(4-hydroxy-3-methylbut-2-en-1-ylamino)-3-β-D-glucopyranosylpurine OC/C(=C/CNC1=C2N=CN=C2N(C=N1)[C@H]1[C@H](O)[C@@H](O)[C@H](O)[C@H](O1)CO)/C